8-amino-4,4-dimethyl-N-(5-methyl-4,5,6,7-tetrahydro[1,3]thiazolo[5,4-c]pyridin-2-yl)-4,5-dihydro-1H-pyrazolo[4,3-H]quinazoline-3-carboxamide dihydrochloride Cl.Cl.NC1=NC=2C3=C(C(CC2C=N1)(C)C)C(=NN3)C(=O)NC=3SC=1CN(CCC1N3)C